OP(O)OP(O)O.C(C)(C)(C)C1=C(C(=CC(=C1)C(C)(C)C)C(C)(C)C)C(O)(C(CO)(CO)CO)C1=C(C=C(C=C1C(C)(C)C)C(C)(C)C)C(C)(C)C bis(2,4,6-tri-tert-butylphenyl)pentaerythritol diphosphite